BrC=1C=NC(=C(C(=O)O)C1)NC(CO)(C)C 5-bromo-2-((1-hydroxy-2-methylpropan-2-yl)amino)nicotinic acid